C(=O)(OCC1C2=CC=CC=C2C2=CC=CC=C12)N[C@H](CC(C)C)C(=O)O Nα-Fmoc-D-leucine